C(CCCCCCCC)OCCCCCCCCCCCCCCCCCCCC eicosyl nonyl ether